FC1=C(C=CC=C1F)C(CC1=NC(=NC(=N1)N[C@@H](CO)CC(C)C)NS(=O)(=O)C)CC N-(4-(2-(2,3-Difluorophenyl)butyl)-6-(((R)-1-hydroxy-4-methylpentan-2-yl)amino)-1,3,5-triazin-2-yl)methanesulfonamide